3-[(3-benzyl-1,2,4-oxadiazol-5-yl)methyl]-1-(3-methoxyphenyl)urea C(C1=CC=CC=C1)C1=NOC(=N1)CNC(NC1=CC(=CC=C1)OC)=O